C(C)(C)(C)C1=CC=C(C=CSC(C(C)=O)=C(C)O)C=C1 3-(4-tert-butylstyryl-thio)-4-hydroxypent-3-en-2-one